4-[7-[(2Z)-2-amino-2-hydroxyimino-1,1-dimethyl-ethyl]imidazo[1,2-a]pyridin-3-yl]-N-cyclopropyl-2-(difluoromethoxy)-6-methoxy-benzamide N\C(\C(C)(C)C1=CC=2N(C=C1)C(=CN2)C2=CC(=C(C(=O)NC1CC1)C(=C2)OC)OC(F)F)=N/O